[N+](=[N-])=C(C(=O)O)C 2-diazopropanoic acid